5-(1H-indol-3-yl)-2-phenyl-oxazole N1C=C(C2=CC=CC=C12)C1=CN=C(O1)C1=CC=CC=C1